C[C@@H]1N(CCC1)CC1=C(C=CC(=C1)B1OC(C(O1)(C)C)(C)C)C1CCOCC1 (S)-2-methyl-1-(2-(tetrahydro-2H-pyran-4-yl)-5-(4,4,5,5-tetramethyl-1,3,2-dioxaborolan-2-yl)benzyl)pyrrolidine